CSC1=CC=C(C=C1)CC(=O)O 2-[4-(methylthio)phenyl]acetic acid